1-(1-(2-fluoroacryloyl)azetidin-3-yl)-N-phenyl-3-(4-(trifluoromethyl)phenyl)-1H-indazole-7-carboxamide FC(C(=O)N1CC(C1)N1N=C(C2=CC=CC(=C12)C(=O)NC1=CC=CC=C1)C1=CC=C(C=C1)C(F)(F)F)=C